menthanemethanol C1(CCC(CC1)C(C)C)(C)CO